(E)-4,4'-(((2-((4-(3,5-dimethoxystyryl)phenoxy)methyl)-2-(((2,2-dimethyl-1,3-dioxolan-4-yl)methoxy)methyl)propane-1,3-diyl)bis(oxy))bis(methylene))bis(2,2-dimethyl-1,3-dioxolane) COC=1C=C(/C=C/C2=CC=C(OCC(COCC3OC(OC3)(C)C)(COCC3OC(OC3)(C)C)COCC3OC(OC3)(C)C)C=C2)C=C(C1)OC